7-(6-amino-3-chloro-2-pyridinyl)-6-chloro-1-(2-methyl-6-(2-propanyl)phenyl)-4-((2S)-2-methyl-4-(2-propenoyl)-1-piperazinyl)pyrido[2,3-d]pyrimidin-2(1H)-one NC1=CC=C(C(=N1)C=1C(=CC2=C(N(C(N=C2N2[C@H](CN(CC2)C(C=C)=O)C)=O)C2=C(C=CC=C2C(C)C)C)N1)Cl)Cl